2-((R)-1,2-dihydroxypropan-2-yl)-N'-(((R)-3-methyl-1,2,3,5,6,7-hexahydrodicyclopenta[b,e]pyridin-8-yl)carbamoyl)thiazole-5-sulfonimidamide OC[C@@](C)(O)C=1SC(=CN1)S(=O)(N)=NC(NC1=C2C(=NC3=C1CCC3)[C@@H](CC2)C)=O